6-(N-(2-Cyclohexylpyridin-3-yl)aminosulfonyl)benzofuran-2-carboxylic acid ethyl ester C(C)OC(=O)C=1OC2=C(C1)C=CC(=C2)S(=O)(=O)NC=2C(=NC=CC2)C2CCCCC2